(S)-1-(2-fluoro-4-(3-fluorobenzyloxy)benzyl)-4,4-dimethylpyrrolidine-2-carboxamide FC1=C(CN2[C@@H](CC(C2)(C)C)C(=O)N)C=CC(=C1)OCC1=CC(=CC=C1)F